ethyl (NZ)-N-[3-(3-methoxyphenyl)-1,3-thiazinan-2-ylidene]carbamate COC=1C=C(C=CC1)N1/C(/SCCC1)=N/C(OCC)=O